CON(C(CCC(=O)OCC)=O)C ethyl 4-[methoxy (methyl) amino]-4-oxo-butyrate